C(C1=CC=CC=C1)N1CCC(CC1)CN[C@H]1[C@@H](C1)C=1C=C2CCN(C2=CC1)S(=O)(=O)C1=CC=CC=C1 trans-N-((1-benzylpiperidin-4-yl)methyl)-2-(1-(phenylsulfonyl)indolin-5-yl)cyclopropylamine